ClC1=CC=C2C(=N1)N=C(O2)N2CCCC2 5-chloro-2-(pyrrolidin-1-yl)oxazolo[4,5-b]pyridine